Cl.Cl.C(C)N ethyl-amine dihydrochloride